CN1N=C(C(=C1C)C=1C=NN2C1C=C(C=C2)N2N=C(C(=C2)C(=O)OCC)OC)C(F)(F)F ethyl 1-[3-[1,5-dimethyl-3-(trifluoromethyl)pyrazol-4-yl]pyrazolo[1,5-a]pyridin-5-yl]-3-methoxy-pyrazole-4-carboxylate